(R)-3-(5-(8-methoxy-[1,2,4]triazolo[1,5-a]pyridin-6-yl)-2-oxo-6-(trifluoromethyl)2,3-dihydro-1H-benzo[d]imidazol-1-yl)piperidine-1-carboxylic acid tert-butyl ester C(C)(C)(C)OC(=O)N1C[C@@H](CCC1)N1C(NC2=C1C=C(C(=C2)C=2C=C(C=1N(C2)N=CN1)OC)C(F)(F)F)=O